2-[(3-phenyliminocyclohexen-1-yl)amino]acetamide C1(=CC=CC=C1)N=C1C=C(CCC1)NCC(=O)N